C[N+]1=CC=C(C=C1)C=C N-methyl-4-vinylpyridinium